4-(aminomethyl)-6-(5-phenoxypyridin-3-yl)-phthalazin-1(2H)-one NCC1=NNC(C2=CC=C(C=C12)C=1C=NC=C(C1)OC1=CC=CC=C1)=O